1-((1s,3r)-3-butyl-2,2-dimethylcyclopropyl)hexane-2,5-dione C(CCC)[C@H]1C([C@H]1CC(CCC(C)=O)=O)(C)C